(S)-5-{9-[(2R,4S,5R)-4-Hydroxy-5-(hydroxymethyl)tetrahydrofur-2-yl]-N-adenineyl}-4-amino-5-oxovaleramide O[C@H]1C[C@@H](O[C@@H]1CO)N1C2=NC=NC(=C2N=C1)NC([C@H](CCC(=O)N)N)=O